N1CC(C1)C1=CC=NC=C1 4-(azetidin-3-yl)pyridine